ClC=1C(=C(CN2[C@@H](C[C@@](CC2)(C(=O)O)CC2=NC(=C(C(=C2F)C=2OC=CN2)F)NC2=NNC(=C2)C)C)C=CC1)F (2R,4R)-1-(3-chloro-2-fluorobenzyl)-4-((3,5-difluoro-6-((5-methyl-1H-pyrazol-3-yl)amino)-4-(oxazol-2-yl)pyridin-2-yl)methyl)-2-methylpiperidine-4-carboxylic acid